1-(3-{[tert-butyl(dimethyl)silyl]oxy}propyl)-6,7-dimethyl-1,4-dihydroquinoxaline-2,3-dione [Si](C)(C)(C(C)(C)C)OCCCN1C(C(NC2=CC(=C(C=C12)C)C)=O)=O